6-methyl-5-oxo-3,4,5,6-tetrahydro-2,6-naphthyridine-2(1H)-carboxylate CN1C(C=2CCN(CC2C=C1)C(=O)[O-])=O